N-((2-methylthiazol-5-yl)methyl)ethylamine CC=1SC(=CN1)CNCC